1,2-didecanoyl-glycerol C(CCCCCCCCC)(=O)OCC(OC(CCCCCCCCC)=O)CO